ethyl 4-methyl-2-methylsulfanyl-6-vinyl-pyrimidine-5-carboxylate CC1=NC(=NC(=C1C(=O)OCC)C=C)SC